BrC1=C(C=CC=C1C)OC 2-bromo-1-methoxy-3-methylbenzene